3-(1-methyl-7-((1-(3-(phenylsulfonyl)propanoyl)piperidin-4-yl)oxy)-1H-indazol-3-yl)piperidine-2,6-dione CN1N=C(C2=CC=CC(=C12)OC1CCN(CC1)C(CCS(=O)(=O)C1=CC=CC=C1)=O)C1C(NC(CC1)=O)=O